C(C)(C)(C)C1=CC=C(C=C1)N1C2=NN=CN2C=2C=NC3=CC=C(C=C3C12)C=1C=C2C(=NC1)NC=C2 16-(4-tert-butylphenyl)-4-{1H-pyrrolo[2,3-b]Pyridin-5-yl}-8,11,13,14,16-pentaazatetracyclo-[8.6.0.02,7.011,15]Hexadec-1(10),2,4,6,8,12,14-heptaene